(7-(2-chloro-5-fluorophenyl)-2,9-dioxo-2,3,4,7,8,9-hexahydro-[1,3]oxazino[6,5-e]isoindol-6-yl)-3-fluoro-5-(trifluoromethyl)benzamide ClC1=C(C=C(C=C1)F)C1NC(C2=C3C(=CC(=C12)C1=C(C(=O)N)C=C(C=C1F)C(F)(F)F)CNC(O3)=O)=O